sulfhydryl-platinum S[Pt]